3-(6-(dimethylamino)pyridin-3-yl)-3-oxopropanoic acid ethyl ester C(C)OC(CC(=O)C=1C=NC(=CC1)N(C)C)=O